4-chloro-2-fluorobenzyl (S)-(4-(1-methyl-5-oxopiperazin-2-yl)phenyl)carbamate CN1[C@H](CNC(C1)=O)C1=CC=C(C=C1)NC(OCC1=C(C=C(C=C1)Cl)F)=O